C1(CC1)C=1N=NN(C1)[C@H](C(=O)N1[C@@H](C[C@H](C1)O)C(=O)NC(C(=O)N1CCS(CC1)(=O)=O)C)C(C)(C)C (2S,4r)-1-[(2S)-2-(4-cyclopropyl-triazol-1-yl)-3,3-dimethyl-butyryl]-N-[2-(1,1-dioxo-1,4-thiazinan-4-yl)-1-methyl-2-oxo-ethyl]-4-hydroxy-pyrrolidine-2-carboxamide